2-fluoro-N-((2R)-1-(4-(4-fluorophenyl)-2-methyl-1-oxo-2,8-diazaspiro[4.5]decan-8-yl)-3-methyl-1-oxobutan-2-yl)-5-(trifluoromethyl)benzamide FC1=C(C(=O)N[C@@H](C(=O)N2CCC3(C(CN(C3=O)C)C3=CC=C(C=C3)F)CC2)C(C)C)C=C(C=C1)C(F)(F)F